2-(1-methyl-1H-indazol-3-yl)ethan-1-ol CN1N=C(C2=CC=CC=C12)CCO